CC1(CN(C=2C=NC=3N(C21)N=C(C3)CC(F)(F)F)C(=O)OC(C)(C)C)C(F)(F)F tert-butyl 8-methyl-2-(2,2,2-trifluoroethyl)-8-(trifluoromethyl)-7,8-dihydro-6H-pyrazolo[1,5-a]pyrrolo[2,3-e]pyrimidine-6-carboxylate